OC1=CC=C(C=C1)C1=CC=C(C=C1)O 4,4'-dihydroxy-(1,1'-biphenyl)